CN1C(C(C2=CC(=CC=C12)C1CCNCC1)(C)C)=O 1,3,3-trimethyl-5-(piperidin-4-yl)-1,3-dihydro-2H-indol-2-one